FC(C1=C(C=CC=C1)C1CC(CC(C1)=O)=O)(F)F 5-(2-(trifluoromethyl)phenyl)cyclohexane-1,3-dione